heptanenedione CC(C(C=CCC)=O)=O